C(C)(C)(C)OC(=O)N1CCC(CC1)(C(NC1CCOCC1)=O)CC.OCC1OC(CC1)CO 2,5-dihydroxymethyl-tetrahydrofuran tert-butyl-4-ethyl-4-(tetrahydropyran-4-ylcarbamoyl)piperidine-1-carboxylate